6-chloro-3-(((1S)-1-(6-chloro-2-(6,6-difluoro-3-azabicyclo[3.1.0]hexan-3-yl)-3-methyl-4-oxo-3,4-dihydroquinazolin-8-yl)ethyl)amino)picolinic acid ClC1=CC=C(C(=N1)C(=O)O)N[C@@H](C)C=1C=C(C=C2C(N(C(=NC12)N1CC2C(C2C1)(F)F)C)=O)Cl